FC(C(=O)O)(F)F.NCCC1=CC=C(C=C1)NC(=O)C1=C(C=C(C(=C1)OC)OC)NC(=O)C=1OC2=CC=CC=C2C(C1)=O N-(2-((4-(2-aminoethyl)phenyl)carbamoyl)-4,5-dimethoxyphenyl)-4-oxo-4H-chromen-2-carboxamide trifluoroacetate salt